FC(OC1=CC2=C(N=C(O2)C=2C(=C(C=CC2)C2=C(C(=CC=C2)C=2OC3=C(N2)C=C(C=C3)CN3CCCC3)C)C)C=C1CN1[C@@H](CCC1)C(=O)O)F ((6-(difluoromethoxy)-2-(2,2'-dimethyl-3'-(5-(pyrrolidin-1-ylmethyl)benzo[d]oxazol-2-yl)-[1,1'-biphenyl]-3-yl)benzo[d]oxazol-5-yl)methyl)-L-proline